C(C1=CC=CC=C1)OC(=O)N1[C@H](CC[C@H](C1)NC=1C2=C(N=C(N1)NC=1C=NN(C1)C([2H])([2H])[2H])N(C=C2C2CC2)COCC[Si](C)(C)C)C Benzyl-(2S,5R)-5-[(5-cyclopropyl-2-([1-(2H3)methyl-1H-pyrazol-4-yl]amino)-7-([2-(Trimethylsilyl)ethoxy]methyl)-7H-pyrrolo[2,3-d]pyrimidin-4-yl)amino]-2-methylpiperidine-1-carboxylate